I(=O)(=O)(=O)[O-].[Na+] Natrium metaperiodat